Cl.COC1=CC=C(C=C1)C=O (4-methoxyphenyl)methanone hydrochloride